methyl (E)-3-(methoxyphenylmethylene)-oxindole-6-carboxylate CO\C(=C/1\C(NC2=CC(=CC=C12)C(=O)OC)=O)\C1=CC=CC=C1